tert-butyl 4-(2-bromothiazol-5-yl)-1,4-diazacycloheptane-1-carboxylate BrC=1SC(=CN1)N1CCN(CCC1)C(=O)OC(C)(C)C